4-(4-(ethoxycarbonyl)phenoxy)butanoic acid C(C)OC(=O)C1=CC=C(OCCCC(=O)O)C=C1